Sodium 3-dodecyloxy-2-hydroxypropane-1-sulfonate C(CCCCCCCCCCC)OCC(CS(=O)(=O)[O-])O.[Na+]